ClC1=C(C=CC(=C1)OC1=CC(=CC=2C=C(OC21)C)F)C=O (2-chloro-4-((5-fluoro-2-methylbenzofuran-7-yl)oxy)phenyl)methanone